2,6-dimethoxy-N-(4-methoxy-6-(6-(piperazin-1-yl)pyridin-2-yl)benzo[d]isoxazol-3-yl)benzenesulfonamide hydrochloride Cl.COC1=C(C(=CC=C1)OC)S(=O)(=O)NC1=NOC2=C1C(=CC(=C2)C2=NC(=CC=C2)N2CCNCC2)OC